(2R)-2-amino-3-[2-(8-chloro-4-oxo-chroman-2-yl)-5-(trifluoromethyl)phenoxy]propionic acid methyl ester COC([C@@H](COC1=C(C=CC(=C1)C(F)(F)F)C1OC2=C(C=CC=C2C(C1)=O)Cl)N)=O